C(C)(C)(C)OC(=O)N1C2CN(C(C1)CC2)CC2=C(N=C1N2C=CC=C1)C1=CC=C(C=C1)C(C)C tert-butyl-5-{[2-(4-isopropylphenyl)imidazo-[1,2-a]pyridin-3-yl]methyl}-2,5-diazabicyclo-[2.2.2]octane-2-carboxylate